FC1(C[C@@H](N(C1)C1CCN(CC1)C(=O)OC(C)(C)C)C(=O)OC)F tert-butyl (R)-4-(4,4-difluoro-2-(methoxycarbonyl)pyrrolidin-1-yl)piperidine-1-carboxylate